(S)-2-(isobutyrylamino)propionic acid C(C(C)C)(=O)N[C@H](C(=O)O)C